P(=O)(O)(O)C(CP(O)(=O)O)(CCP(O)(=O)O)P(O)(=O)O 2-phosphonobutane-1,2,4-triphosphonic acid